Octadecanaminium C(CCCCCCCCCCCCCCCCC)[NH3+]